ClC1=C(C(=CC=C1)F)C1=NOC(=C1C(=O)OCC)C1CC1 ethyl 3-(2-chloro-6-fluorophenyl)-5-cyclopropyl-1,2-oxazole-4-carboxylate